C(C)OC1=CC=C(C=C1)NC(C1=CC=C(C=C1)NS(=O)(=O)C1=CC=CC=C1)=O N-(4-ethoxyphenyl)-4-(phenylsulfonamido)benzamide